2-(3'-Sec-butyl-5'-tert-butyl-2'-hydroxyphenyl)-benzotriazole C(C)(CC)C=1C(=C(C=C(C1)C(C)(C)C)N1N=C2C(=N1)C=CC=C2)O